COC1=CC=C(C=C1)COC1(CC1)C1=CC2=C(N=CN=C2)N(C1=O)C 6-[1-[(4-methoxyphenyl)methoxy]cyclopropyl]-8-methyl-pyrido[2,3-d]pyrimidin-7-one